OC=1C(=NC2=CC=CC=C2C1)CC=O hydroxyquinolineethanone